2-methyl-pyrazolo[3,4-c]pyridine-7-carboxylate CN1N=C2C(=NC=CC2=C1)C(=O)[O-]